1-(3-bromobenzyl)-N-(3-(3-bromophenyl)-1-(methylamino)-1-oxopropan-2-yl)-3-phenyl-1H-pyrazole-5-carboxamide BrC=1C=C(CN2N=C(C=C2C(=O)NC(C(=O)NC)CC2=CC(=CC=C2)Br)C2=CC=CC=C2)C=CC1